C(C1=CC=CC=C1)NC(=O)C1=NN(C(C=C1C)=O)C1=CC(=C(C=C1)OC1=CC=NC2=CC(=C(C=C12)OC)OCCCN1CCN(CC1)C)F N-benzyl-1-(3-fluoro-4-{6-methoxy-7-[3-(4-methyl-1-piperazinyl)propoxy]quinolin-4-yloxy}phenyl)-4-methyl-6-oxo-1,6-dihydropyridazine-3-carboxamide